N-(1-(9-(4-methoxybenzyl)-2-(6-methylpyridin-2-yl)-9H-purin-6-yl)-1H-pyrrolo[3,2-c]pyridin-4-yl)acetamide COC1=CC=C(CN2C3=NC(=NC(=C3N=C2)N2C=CC=3C(=NC=CC32)NC(C)=O)C3=NC(=CC=C3)C)C=C1